C1(=CC=C(C=C1)C(=O)C=1N=NN(C1)[C@H]1[C@@H](CC[C@H](C1)C)C(C)C)C1=CC=CC=C1 [1,1'-biphenyl]-4-yl(1-((1R,2S,5R)-2-isopropyl-5-methylcyclohexyl)-1H-1,2,3-triazole-4-yl)methanone